(((2,4-dichlorophenyl)thio)methyl)benzoic acid ClC1=C(C=CC(=C1)Cl)SCC1=C(C(=O)O)C=CC=C1